COC(C1=C(C=CC=C1)CCC(=O)C1=CC(=CC=C1)C=CC1=NC2=CC(=CC=C2C=C1)Cl)=O 2-[3-[3-[2-(7-chloro-2-quinolyl)ethenyl]phenyl]-3-oxopropyl]benzoic acid methyl ester